C(C)(C)(C)O[C@@H]([C@H](NC(C(F)(F)F)=O)C(=O)N1[C@@H]([C@H]2C([C@H]2C1)(C)C)C(=O)NC(C1=CN=CC2=CC=CC=C12)C#N)C (1R,2S,5S)-3-(O-(tert-butyl)-N-(2,2,2-trifluoroacetyl)-L-threonyl)-N-(cyano(isoquinolin-4-yl)methyl)-6,6-dimethyl-3-azabicyclo[3.1.0]hexane-2-carboxamide